2-methoxy-N-[8'-(1,3-oxazol-4-ylmethyl)-4'H-spiro[cyclopropane-1,5'-naphtho[2,1-d][1,2]oxazol]-3'-yl]benzenesulfonamide COC1=C(C=CC=C1)S(=O)(=O)NC1=NOC2=C1CC1(C3=CC=C(C=C32)CC=3N=COC3)CC1